Cl.NC(C(=O)N1CCN(CC1)C(=O)NC1=NC(N(C=C1)C1=CC=C(C=C1)CCN1CC2CC(C2C1)N)=O)(C)C 4-(2-Amino-2-methylpropanoyl)-N-(1-(4-(2-(6-amino-3-azabicyclo[3.2.0]heptan-3-yl)ethyl)phenyl)-2-oxo-1,2-dihydropyrimidin-4-yl)piperazine-1-carboxamide Hydrochloride Salt